O1CC(C1)OC1=NC(=NC=C1C(F)(F)F)N[C@H]1C[C@H](CCC1)C1=NN=C2N1C=CC(=C2)C=C 4-(oxetan-3-yloxy)-5-(trifluoromethyl)-N-[(1R,3S)-3-(7-vinyl-[1,2,4]triazolo[4,3-a]pyridin-3-yl)cyclohexyl]pyrimidin-2-amine